COC(=O)N1C=NC2=C1C=C(C(=C2)C2=CC(=CC=C2)C)C2=CC(=CC=C2)C 5,6-bis(3-methylphenyl)-1H-benzimidazole-1-carboxylic acid methyl ester